CC(C)CCC[C@@H](C)[C@H]1CC[C@H]2[C@@H]3CCC4CCCC[C@]4(C)[C@H]3CC[C@]12C (1S)-cholestane